monophenyl-ethyl-phenol C1(=CC=CC=C1)C=1C(=C(C=CC1)O)CC